C(C(=C)C)(=O)OC1NCCCC1 2-piperidinyl methacrylate